4-(benzylamino)benzoyl-hydrazine C(C1=CC=CC=C1)NC1=CC=C(C(=O)NN)C=C1